imidazo[1,2-a]pyridin-5-ylmethylamine hydrochloride Cl.N=1C=CN2C1C=CC=C2CN